diphenyl-N,N'-bis(m-tolyl)benzidine tert-butyl-4-(3-oxo-3,4-dihydro-2H-pyrido[4,3-b][1,4]oxazin-8-yl)-5,6-dihydropyridine-1(2H)-carboxylate C(C)(C)(C)OC(=O)N1CC=C(CC1)C1=CN=CC2=C1OCC(N2)=O.C2(=CC=CC=C2)N(C2=CC=C(C1=CC=C(N(C=3C=C(C=CC3)C)C3=CC=CC=C3)C=C1)C=C2)C=2C=C(C=CC2)C